CC(C1=CC=CC=C1)(C(CC2=CC=C(C=C2)Cl)N3C=NC=N3)O The molecule is a member of the class of triazoles that is butan-2-ol which is substituted at positions 2, 3, and 4 by phenyl, 1H-1,2,4-triazol-1-yl and p-chlorophenyl groups, respectively. An inhibitor of brassinosteroid biosynthesis. It has a role as a brassinosteroid biosynthesis inhibitor. It is a member of triazoles, a tertiary alcohol and a member of monochlorobenzenes.